C(CCC)C1OC(C2=CC(=CC=C12)[N+](=O)[O-])=O 3-butyl-6-nitroisobenzofuran-1(3H)-one